C1(CC1)C(C)N1C(C=2C(=NC(=CC2C1)C1=C(N=C(S1)NC(C)=O)C)C(=O)N1CCOCC1)=O N-(5-(2-(1-cyclopropylethyl)-4-(morpholine-4-carbonyl)-3-oxo-2,3-dihydro-1H-pyrrolo[3,4-c]pyridin-6-yl)-4-methylthiazol-2-yl)acetamide